2-(2-(1-(Cyclopropylsulfonyl)-1H-pyrazol-4-yl)pyrimidin-4-yl)-N4-((1r,4r)-4-fluorocyclohexyl)-5-(1-methyl-5-(trifluoromethyl)-1H-pyrazol-3-yl)pyridine-2,4-diamine C1(CC1)S(=O)(=O)N1N=CC(=C1)C1=NC=CC(=N1)C1(NC=C(C(=C1)NC1CCC(CC1)F)C1=NN(C(=C1)C(F)(F)F)C)N